(S)-3-amino-7,8-dimethoxy-5-methyl-2,3-dihydro-benzo[b][1,4]oxazepin-4(5H)-one N[C@@H]1C(N(C2=C(OC1)C=C(C(=C2)OC)OC)C)=O